Cl.C1(CCCC1)C[C@@H](C(=O)N1CC2(C(NC3=NC=CC=C32)=O)CC1C(=O)N)NC([2H])([2H])[2H] 1-((S)-3-cyclopentyl-2-((methyl-d3)amino)propionyl)-2'-oxo-1',2'-dihydrospiro[pyrrolidine-3,3'-pyrrolo[2,3-b]pyridine]-5-carboxamide hydrochloride